methyl (S)-2-(2-(tert-butylamino)-2-oxoacetamido)-4,4-dimethylpentanoate C(C)(C)(C)NC(C(=O)N[C@H](C(=O)OC)CC(C)(C)C)=O